1-(2-hydroxyethyl)-1H-pyrazol OCCN1N=CC=C1